(1S,2S,3R,5S)-3-hydroxy-6,8-dioxabicyclo[3.2.1]octan-2-yl benzoate C(C1=CC=CC=C1)(=O)O[C@@H]1[C@@H]2CO[C@H](C[C@H]1O)O2